methyl 3-chlorosulfonylbenzoate ClS(=O)(=O)C=1C=C(C(=O)OC)C=CC1